C[C@@H]1CN(C[C@@H](O1)C)C(=O)C=1C2=C(N(N1)CC(=O)N1CC(C1)OC1=C(C=CC=C1)C)CCC2 2-{3-[(2R,6S)-2,6-dimethylmorpholine-4-carbonyl]-5,6-dihydrocyclopenta[c]pyrazol-1(4H)-yl}-1-[3-(2-methylphenoxy)azetidin-1-yl]ethan-1-one